manganese-silicon copper [Cu].[Si].[Mn]